CC(C(=O)OCC1CO1)=CC(C)C glycidyl 2,4-dimethylpenteneoate